2-(5-(4-cyclopropylphenyl)-3-(ethylsulfanyl)pyridin-2-yl)-4-ethyl-1-methyl-6-(trifluoromethyl)-1,4-dihydro-5H-imidazo[4,5-b]pyridin-5-one C1(CC1)C1=CC=C(C=C1)C=1C=C(C(=NC1)C=1N(C2=C(N(C(C(=C2)C(F)(F)F)=O)CC)N1)C)SCC